[Mg].OC(CC(=O)O)(C)C 3-hydroxy-3-methylbutyric acid magnesium